(R)-1-(2-(3-chloro-4-(6-(1-methylcyclopropoxy)-9-((4-methylpyridin-2-yl)methyl)-9H-purin-8-yl)phenoxy)ethyl)-3-hydroxypyrrolidin-2-one ClC=1C=C(OCCN2C([C@@H](CC2)O)=O)C=CC1C=1N(C2=NC=NC(=C2N1)OC1(CC1)C)CC1=NC=CC(=C1)C